C1(=CC=CC=C1)P(CCC=1C=C(C(=C(C1)O)C(C)C)O)C1=CC=CC=C1 5-(2-Diphenylphosphanylethyl)-2-propan-2-ylbenzene-1,3-diol